C(C1=CC(O)=C(O)C(O)=C1)(=O)N Gallamide